BrC=1C=C(C(=C(C1)C(F)(F)F)C=C)C(F)(F)F 5-bromo-1,3-bis(trifluoromethyl)-2-vinylbenzene